C(CCCCCCC\C=C/C\C=C/CCCCC)C1(OCC(O1)CCC(C)N(C)C)CCCCCCCC\C=C/C\C=C/CCCCC 2,2-dilinoleyl-4-(3-dimethylaminobutyl)-[1,3]-dioxolane